C(CCCCCCCCC)C(C(=O)OCCCN(C(C=CC(NCCOCCN(C)C)=O)=O)CCCOC(C(CCCCCCCCCC)CCCCCCCCCC)=O)CCCCCCCCCC 13-{3-[(2-decyl-1-oxododecyl) oxy] propyl}-2-methyl-9,12-dioxo-5-oxa-2,8,13-triazahexadec-10-en-16-yl 2-decyldodecanoate